CSCCC[C@@H](C(=O)[O-])N(O)O The molecule is an N,N-dihydroxy-alpha-amino-acid anion obtained by deprotonation of the carboxy group of any N,N-dihydroxy-L-polyhomomethionine; major species at pH 7.3. It is a conjugate base of a N,N-dihydroxy-L-polyhomomethionine.